7-(5-fluoro-2-(((3S,4R)-3-hydroxytetrahydro-2H-pyran-4-yl)amino)pyrimidin-4-yl)-2-(((1R,3R,5S)-3-hydroxy-9-azabicyclo[3.3.1]nonan-9-yl)methyl)-1-isopropylquinolin-4(1H)-one FC=1C(=NC(=NC1)N[C@H]1[C@@H](COCC1)O)C1=CC=C2C(C=C(N(C2=C1)C(C)C)CN1[C@H]2CC(C[C@@H]1CCC2)O)=O